(1r,4r)-N1-(2-methoxyethyl)-N1-methylcyclohexane-1,4-diamine COCCN(C1CCC(CC1)N)C